6-((5-cyanopyridin-2-yl)-amino)-N-methoxy-4-((2-(N-methyl-methanesulfonamido)-phenyl)amino)nicotinamide C(#N)C=1C=CC(=NC1)NC1=NC=C(C(=O)NOC)C(=C1)NC1=C(C=CC=C1)N(S(=O)(=O)C)C